BrC1=CC=2C3(C4=CC=CC=C4C2C=C1)C1=CC=CC=C1N(C=1C=CC=CC13)C1=CC=CC=C1 2'-bromo-10-phenyl-10H-spiro(acridine-9,9'-fluorene)